N-[1-[3-(difluoromethanesulfonamido)phenyl]cyclopropyl]-4-(6-ethoxypyrazin-2-yl)-2-fluorobenzamide FC(S(=O)(=O)NC=1C=C(C=CC1)C1(CC1)NC(C1=C(C=C(C=C1)C1=NC(=CN=C1)OCC)F)=O)F